5-Bromo-2-cyclobutoxypyridine BrC=1C=CC(=NC1)OC1CCC1